Cl.FC(CC=1C=C2C(=NC=NC2=CC1)N1CC2(C1)CCN(CC2)CC=2C=C1C=C(NC1=CC2)C#N)(F)F 5-[[2-[6-(2,2,2-trifluoroethyl)quinazolin-4-yl]-2,7-diazaspiro[3.5]nonan-7-yl]methyl]indole-2-carbonitrile hydrochloride